[Bi].[Pb].[Pd].[Pt].[Cu].[Au] gold copper platinum palladium lead bismuth